(1R,3S,5R)-2-(2-(4-amino-6,8-dimethyl-9H-pyrimido[4,5-b]indol-9-yl)acetyl)-N-(6-bromopyridin-2-yl)-2-azabicyclo[3.1.0]hexane-3-carboxamide NC1=NC=NC=2N(C3=C(C=C(C=C3C21)C)C)CC(=O)N2[C@@H]1C[C@@H]1C[C@H]2C(=O)NC2=NC(=CC=C2)Br